1-(5-cyano-2-((6-methoxy-2-methyl-1,2,3,4-tetrahydroisoquinolin-7-yl)amino)pyrimidin-4-yl)indoline-3-carboxylic acid C(#N)C=1C(=NC(=NC1)NC1=C(C=C2CCN(CC2=C1)C)OC)N1CC(C2=CC=CC=C12)C(=O)O